(tert-butyl)-3-((4-chlorophenyl)(2-(trifluoromethyl)phenyl)methoxy)azetidine-1-carboxamide C(C)(C)(C)C1N(CC1OC(C1=C(C=CC=C1)C(F)(F)F)C1=CC=C(C=C1)Cl)C(=O)N